C1(CC1)OC=1C(=CC2=CN(N=C2C1)[C@@H]1C[C@@H](CCC1)O)C(=O)NC=1C=NN2C1N=CC=C2 |r| rac-6-cyclopropoxy-2-((1S,3R)-3-hydroxycyclohexyl)-N-(pyrazolo[1,5-a]pyrimidin-3-yl)-2H-indazole-5-carboxamide